C1(=CC=CC=C1)S(=O)(=O)N1C=C(C=2C1=NC(=CC2)C=2C(=NOC2C)C)C2=NC(=NC=C2C(F)(F)F)N[C@@H]2[C@H](CCC2)N2CC(C2)F 4-[1-(benzenesulfonyl)-6-(3,5-dimethylisoxazol-4-yl)pyrrolo[2,3-b]pyridin-3-yl]-N-[(1S,2S)-2-(3-fluoroazetidin-1-yl)cyclopentyl]-5-(trifluoromethyl)pyrimidin-2-amine